Cl.C(C)(C)(C)OC(=O)N1C2CNCC1CC2 3,8-diazabicyclo[3.2.1]octane-8-carboxylic acid tert-butyl ester hydrochloride